(R)-2-((6-((3S,4S)-4-amino-3-fluoropiperidin-1-yl)-3,5-dicyano-4-ethylpyridin-2-yl)thio)-2-phenylacetamide N[C@@H]1[C@H](CN(CC1)C1=C(C(=C(C(=N1)S[C@@H](C(=O)N)C1=CC=CC=C1)C#N)CC)C#N)F